C[C@H]1N([C@H](CN(C1)C(=O)OC(C)(C)C)C)C(=O)OC1CC2(CN(C2)CC2=CC=CC=C2)C1 1-{2-benzyl-2-azaspiro[3.3]hept-6-yl} 4-tert-butyl (2R,6S)-2,6-dimethylpiperazine-1,4-dicarboxylate